Cl.N1CCC(CC1)C1=CC=C(C=C1)NC(=O)N1CC=2C=NC=CC2C1 N-(4-(piperidin-4-yl)phenyl)-1,3-dihydro-2H-pyrrolo[3,4-c]pyridine-2-carboxamide hydrochloride